(R,R)-N-[2-[2-(4-methylbenzyloxy)ethyl]amino-1,2-diphenylethyl]-methanesulfonamide CC1=CC=C(COCCN[C@@H]([C@@H](C2=CC=CC=C2)NS(=O)(=O)C)C2=CC=CC=C2)C=C1